OC(=O)C(F)(F)F.C1(=CC=CC=C1)C=1C=C2C(=NC1)NC(=N2)C2CNCCC2 6-phenyl-2-(piperidin-3-yl)-3H-imidazo[4,5-b]pyridine TFA salt